2-(4-methylpiperazin-1-yl)ethyl-1,3-dihydro-2H-benzo[d]imidazol-2-one CN1CCN(CC1)CCN1C(NC2=C1C=CC=C2)=O